C(CCCCCCCCCCC)C1=CC=CC=C1.[Na] sodium dodecyl-(benzene)